S(=O)(=O)(O)CC esylic acid